undecanaldehyde C(CCCCCCCCCC)=O